CN1[C@H]2[C@@H](CC1)CNC2 (3as,6as)-1-methylhexahydropyrrolo[3,4-b]pyrrole